C(C)OC(C(C)OC1=NN(C2=C1CN(CC2)C(=O)OC(C)(C)C)C2=CC=C(C=C2)C(C)C)=O tert-butyl 3-((1-ethoxy-1-oxopropan-2-yl)oxy)-1-(4-isopropylphenyl)-1,4,6,7-tetrahydro-5H-pyrazolo[4,3-c]pyridine-5-carboxylate